N-{[4-(1-methyl-1H-1,3-benzodiazole-6-sulfonyl)phenyl]methyl}imidazo[1,2-a]pyrimidine-6-carboxamide CN1C=NC2=C1C=C(C=C2)S(=O)(=O)C2=CC=C(C=C2)CNC(=O)C=2C=NC=1N(C2)C=CN1